4-(cyclopentylmethoxy)-2-fluoro-5-methoxy-N-((4-((1-methylazetidin-3-yl)oxy)piperidin-1-yl)sulfonyl)benzamide C1(CCCC1)COC1=CC(=C(C(=O)NS(=O)(=O)N2CCC(CC2)OC2CN(C2)C)C=C1OC)F